ClC=1C=C(C=C2C(=NC=NC12)C)C=1C(=NC(=NC1C=1OC=CC1)N)OCCF 5-(8-chloro-4-methylquinazolin-6-yl)-4-(2-fluoroethoxy)-6-(furan-2-yl)pyrimidin-2-amine